N-(3-methoxy-4-{[3-(4-{[(1R,4R)-4-{2-oxa-6-azaspiro[3.3]heptan-6-yl}cyclohexyl]amino}-1-(2,2,2-trifluoroethyl)-1H-indol-2-yl)prop-2-yn-1-yl]amino}benzene-sulfonyl)propanamide COC=1C=C(C=CC1NCC#CC=1N(C2=CC=CC(=C2C1)NC1CCC(CC1)N1CC2(COC2)C1)CC(F)(F)F)S(=O)(=O)NC(CC)=O